CC1(OB(OC1(C)C)C1=CSC(=C1)C)C 4,4,5,5-tetramethyl-2-(5-methyl-3-thienyl)-1,3,2-dioxaborolane